7-(dimethoxymethyl)-4-methoxy-1,2,3,4-tetrahydro-2,4-methylene-1,8-naphthyridine COC(C1=CC=C2C3(CC(NC2=N1)C3)OC)OC